C(=O)O.NC[C@@H](C)NC(=O)N1CCN(CC1)C(C1=C(C=C(C=C1)NC=1C=2N(C=CN1)C(=CN2)C2=C(C(=C(C=C2)OC)F)Cl)C)=O N-[(1R)-2-amino-1-methyl-ethyl]-4-[4-[[3-(2-chloro-3-fluoro-4-methoxy-phenyl)imidazo[1,2-a]pyrazin-8-yl]amino]-2-methyl-benzoyl]piperazine-1-carboxamide formate